The molecule is an RNA fragment comprised of three guanosine, two adenosine and four cytidine residues connected by 3'->5' phosphodiester linkages in the sequence G-A-G-A-G-A-C-C-C-A-C. C1=CN(C(=O)N=C1N)[C@H]2[C@@H]([C@@H]([C@H](O2)COP(=O)(O)O[C@@H]3[C@H](O[C@H]([C@@H]3O)N4C=NC5=C(N=CN=C54)N)COP(=O)(O)O[C@@H]6[C@H](O[C@H]([C@@H]6O)N7C=CC(=NC7=O)N)COP(=O)(O)O[C@@H]8[C@H](O[C@H]([C@@H]8O)N9C=CC(=NC9=O)N)COP(=O)(O)O[C@@H]1[C@H](O[C@H]([C@@H]1O)N1C=CC(=NC1=O)N)COP(=O)(O)O[C@@H]1[C@H](O[C@H]([C@@H]1O)N1C=NC2=C(N=CN=C21)N)COP(=O)(O)O[C@@H]1[C@H](O[C@H]([C@@H]1O)N1C=NC2=C1N=C(NC2=O)N)COP(=O)(O)O[C@@H]1[C@H](O[C@H]([C@@H]1O)N1C=NC2=C(N=CN=C21)N)COP(=O)(O)O[C@@H]1[C@H](O[C@H]([C@@H]1O)N1C=NC2=C1N=C(NC2=O)N)COP(=O)(O)O[C@@H]1[C@H](O[C@H]([C@@H]1O)N1C=NC2=C(N=CN=C21)N)COP(=O)(O)O[C@@H]1[C@H](O[C@H]([C@@H]1O)N1C=NC2=C1N=C(NC2=O)N)CO)O)O